FC1=C(C=C(C(=C1F)NC1=C(C=C(C=C1)I)F)C(NOCCO)=O)CN(C(CN(C(OC(C)(C)C)=O)S(NC)(=O)=O)=O)OC tert-butyl N-[2-[[2,3-difluoro-4-(2-fluoro-4-iodoanilino)-5-(2-hydroxyethoxycarbamoyl)phenyl]methyl-methoxyamino]-2-oxoethyl]-N-(methylsulfamoyl)carbamate